acryloxypropyl-difluoromethyl-silane C(C=C)(=O)OCCC[SiH2]C(F)F